4-phenyl-6,7-dihydro-4H-pyrazolo[5,1-c][1,4]oxazine-2-carboxylic acid butyl ester C(CCC)OC(=O)C1=NN2C(C(OCC2)C2=CC=CC=C2)=C1